(2S,4r)-1-[(2S)-3,3-dimethyl-2-[4-[2-(4-methylpiperazin-1-yl)ethyl]triazol-1-yl]butyryl]-4-hydroxy-N-methyl-pyrrolidine-2-carboxamide CC([C@@H](C(=O)N1[C@@H](C[C@H](C1)O)C(=O)NC)N1N=NC(=C1)CCN1CCN(CC1)C)(C)C